4-(2-{[(2S,7aR)-2-fluoro-hexahydro-1H-pyrrolizin-7a-yl]methoxy}-6-chloro-4-[(1S,6R)-3,9-diazabicyclo[4.2.1]nonan-3-yl]-8-fluoroquinazolin-7-yl)naphthalen-2-ol F[C@H]1C[C@]2(CCCN2C1)COC1=NC2=C(C(=C(C=C2C(=N1)N1C[C@@H]2CC[C@H](CC1)N2)Cl)C2=CC(=CC1=CC=CC=C21)O)F